NCC1=NNC(C2=CC=C(C=C12)C=1C=NN(C1C1=C(C2=CC(=CC=C2C=C1)F)C#N)C)=O 2-(4-(4-(aminomethyl)-1-oxo-1,2-dihydrophthalazin-6-yl)-1-methyl-1H-pyrazol-5-yl)-7-fluoro-1-naphthonitrile